3-[4-[[(2S)-azetidin-2-yl]methoxy]phenyl]-N-[(1R)-1-(3-fluorophenyl)ethyl]imidazo[1,2-b]pyridazin-6-amine N1[C@@H](CC1)COC1=CC=C(C=C1)C1=CN=C2N1N=C(C=C2)N[C@H](C)C2=CC(=CC=C2)F